COC(=O)[C@@H]1N=C(OC1)[C@]1(OC[C@@H](C1)NS(=O)(=O)C)CC1=C(C=C(C(=C1)Cl)F)F |&1:4| rac-methyl-2-((2S,4R)-2-(5-chloro-2,4-difluorobenzyl)-4-(methylsulfonamido)tetrahydrofuran-2-yl)-4,5-dihydrooxazole-4-carboxylate